methoxy-N,3-dimethyloxetane-3-carboxamide COC1OCC1(C(=O)NC)C